(4-Aminophenyl)(8-fluoroimidazo[1,2-a]pyridin-3-yl)methanone NC1=CC=C(C=C1)C(=O)C1=CN=C2N1C=CC=C2F